N-(3-(2-(4-chloro-3-(1-hydroxypropan-2-yloxy)phenylamino)-5-fluoropyrimidin-4-ylamino)phenyl)acrylamide ClC1=C(C=C(C=C1)NC1=NC=C(C(=N1)NC=1C=C(C=CC1)NC(C=C)=O)F)OC(CO)C